CC1=C(C(=NO1)C2=CC=CC=C2)C3=NC(=NC=C3)N The molecule is a member of the class of isoxazoles carrying phenyl, 2-aminopyrimidin-4-yl and methyl substituents at positions 3, 4 and 5 respectively. It is a member of isoxazoles and an aminopyrimidine.